C(#N)C1=CC(=C(COC2=CC=CC(=N2)N2CCN(CC2)[C@@H](C)C2=NC=3C(=NC(=CC3)C(=O)O)N2C[C@H]2OCC2)C=C1)F 2-((S)-1-(4-(6-((4-cyano-2-fluorobenzyl)oxy)pyridin-2-yl)piperazin-1-yl)ethyl)-3-(((S)-oxetan-2-yl)methyl)-3H-imidazo[4,5-b]pyridine-5-carboxylic acid